rel-ethyl (1R,2S)-2-(tetramethyl-1,3,2-dioxaborolan-2-yl)cyclopropane-1-carboxylate CC1(C(OB(O1)[C@@H]1[C@@H](C1)C(=O)OCC)(C)C)C |o1:6,7|